4-chloro-3-indolecarboxylic acid ClC1=C2C(=CNC2=CC=C1)C(=O)O